L-arginine-13C6 hydrochloride Cl.N[13C@@H]([13CH2][13CH2][13CH2]N[13C](N)=N)[13C](=O)O